2,3-bis((tert-butyloxycarbonyl)amino)propionic acid C(C)(C)(C)OC(=O)NC(C(=O)O)CNC(=O)OC(C)(C)C